C(C)(=O)OC1=C(CCC1)OC(C)=O 1,2-diacetoxycyclopentaneN